6-fluoro-8-(4-isopropoxyphenyl)-3,4-dihydrobenzo[e][1,2,3]oxathiazine 2,2-dioxide FC=1C=C(C2=C(CNS(O2)(=O)=O)C1)C1=CC=C(C=C1)OC(C)C